7-amino-6-(3-hydroxy-2,6-dimethylphenyl)-2,3-dimethyl-5-oxo-5,6-dihydro-1,6-naphthyridine-8-carboxamide NC=1N(C(C=2C=C(C(=NC2C1C(=O)N)C)C)=O)C1=C(C(=CC=C1C)O)C